C(C1=CC=CC=C1)O[C@H]1C[C@H](N(C1)C1=NC(=CC(=C1C#N)C(F)(F)F)C)C(=O)N(C)C1=CC(=C(C=C1)F)C (2S,4S)-4-benzyloxy-1-[3-cyano-6-methyl-4-(trifluoromethyl)-2-pyridinyl]-N-(4-fluoro-3-methyl-phenyl)-N-methyl-pyrrolidine-2-carboxamide